N-(3-chloro-5-methanesulfonamidophenyl)-1-phenyl-1H-imidazole-4-carboxamide ClC=1C=C(C=C(C1)NS(=O)(=O)C)NC(=O)C=1N=CN(C1)C1=CC=CC=C1